C1(=CC=CC=C1)C1=NN(C(C1C1=CC=CC=C1)C1=C(C(=NO1)C)[N+](=O)[O-])C1=CC(=CC=C1)C(F)(F)F 5-(3,4-diphenyl-1-(3-(trifluoromethyl)phenyl)-4,5-dihydro-1H-pyrazol-5-yl)-3-methyl-4-nitroisoxazole